NC=1C=C(C=O)C=CC1I 3-AMINO-4-IODOBENZALDEHYDE